3-ethyl-16-fluoro-10-(trifluoromethyl)-20-oxa-3,4,11,12,23-pentaazapentacyclo[19.3.1.02,6.08,12.013,18]pentacosa-1(24),2(6),4,8,10,13,15,17,21(25),22-decaen-22-amine C(C)N1C=2C3=CN=C(C(OCC4=CC(=CC=C4N4N=C(C=C4CC2C=N1)C(F)(F)F)F)=C3)N